Methyl 2-amino-3-((2-(tert-butoxy)-2-oxoethyl)amino)benzoate NC1=C(C(=O)OC)C=CC=C1NCC(=O)OC(C)(C)C